The molecule is an inositol phosphodihydroceramide(1-) in which the N-acyl group is specified as octadecanoyl; major species at pH 7.3. It is an inositol phosphodihydroceramide(1-) and an Ins-1-P-Cer-A 36:0(1-). It derives from a N-octodecanoylsphinganine. CCCCCCCCCCCCCCCCCC(=O)N[C@@H](COP(=O)([O-])OC1[C@@H]([C@H](C([C@H]([C@H]1O)O)O)O)O)[C@@H](CCCCCCCCCCCCCCC)O